5-(2-amino-3,3-dimethylcyclopentyl)-2-chloro-6-iodopyridin-3-ol NC1C(CCC1(C)C)C=1C=C(C(=NC1I)Cl)O